OC(=O)C(F)(F)F.ONC(C1=CC=C(C=C1)\C=C\C(N1CCC(CC1)CN[C@H]1[C@@H](C1)C1=CC=CC=C1)=O)=O N-hydroxy-4-((E)-3-oxo-3-(4-((((1R,2S)-2-phenylcyclopropyl)amino)methyl)piperidin-1-yl)prop-1-en-1-yl)benzamide TFA Salt